C(C)OOP(=O)(OC)CCC(C(=O)[O-])=O 4-(ethoxy-(methyl) phosphono)-2-oxo-butyrate